2-(2,6-dichloropyridin-4-yl)-2-(prop-2-en-1-yl)propane-1,3-diol ClC1=NC(=CC(=C1)C(CO)(CO)CC=C)Cl